C(C)(C)(C)OC(=O)N[C@H](C(=O)OC(=O)C1NNCCC1)CC1=CC(=CC(=C1)O[Si](C(C)C)(C(C)C)C(C)C)B1OC(C(O1)(C)C)(C)C.C1(=CC=CC=2C3=CC=CC=C3CC12)S(=O)(=O)O fluorenyl-sulfonate ((S)-2-((tert-butoxycarbonyl)amino)-3-(3-(4,4,5,5-tetramethyl-1,3,2-dioxaborolan-2-yl)-5-((triisopropylsilyl)oxy)phenyl)propanoyl)hexahydropyridazine-3-carboxylate